2-(4-methoxyphenyl)-4,6-bis(trichloromethyl)s-triazine ethyl-4-(4-amino-3,3-dimethyl-4-oxo-but-1-ynyl)-6-but-3-enyl-2-methyl-7-oxo-1H-pyrrolo[2,3-c]pyridine-3-carboxylate C(C)OC(=O)C1=C(NC=2C(N(C=C(C21)C#CC(C(=O)N)(C)C)CCC=C)=O)C.COC2=CC=C(C=C2)C2=NC(=NC(=N2)C(Cl)(Cl)Cl)C(Cl)(Cl)Cl